NC=1C2=C(N=CN1)N(C(=C2C2=CC=C(C=C2)CN2CCN(CC2)C)C2=CC=C(C=C2)NC(C(=C)C)=O)C N-(4-(4-amino-7-methyl-5-(4-((4-methylpiperazin-1-yl)methyl)phenyl)-7H-pyrrolo[2,3-d]pyrimidin-6-yl)phenyl)methacrylamide